bis(β-hydroxyethyl)hexahydroterephthalate OCCOC(C1CCC(C(=O)OCCO)CC1)=O